ClC1=C(C=CC=C1C(F)(F)F)C(=O)N1[C@@H](C=2N(CC1)C(=NN2)C)C2=CC=C(C=C2)F |r| (±)-(2-chloro-3-(trifluoromethyl)phenyl)(8-(4-fluorophenyl)-3-methyl-5,6-dihydro-[1,2,4]triazolo[4,3-a]pyrazin-7(8H)-yl)methanone